2-amino-6-borono-2-(3-(isoindolin-2-yl)propyl)hexanoic acid NC(C(=O)O)(CCCCB(O)O)CCCN1CC2=CC=CC=C2C1